ClC=1C=NC=C(C1C[C@H](OC(C1=CC(=C(C=C1)O)OS(=O)(=O)C)=O)C1=CC(=C(C=C1)OC(F)F)OCC1CC1)Cl (S)-3,5-dichloro-4-(2-(3-(cyclopropylmethoxy)-4-(difluoromethoxy)phenyl)-2-(4-hydroxy-3-(methylsulfonyloxy)benzoyloxy)ethyl)pyridine